3-(3-hydroxyphenyl)propanal OC=1C=C(C=CC1)CCC=O